OC=1C=C(C=CC1O)C=CC(=O)O 3-(3,4-dihydroxyphenyl)-2-propenoic acid